O=C1NC(CCC1N1C(N(C2=C1C=CC(=C2)CN2CCC(CC2)CN(C(OC(C)(C)C)=O)C)C)=O)=O Tert-butyl N-[[1-[[1-(2,6-dioxo-3-piperidyl)-3-methyl-2-oxo-benzimidazol-5-yl]methyl]-4-piperidyl]methyl]-N-methyl-carbamate